6-(3-(3-((1-(2,3-difluorophenyl)cyclopropyl)amino)propanoyl)-3,8-diazabicyclo[3.2.1]octan-8-yl)nicotinonitrile FC1=C(C=CC=C1F)C1(CC1)NCCC(=O)N1CC2CCC(C1)N2C2=NC=C(C#N)C=C2